((6-chloro-4-(4-(hydroxymethyl)-4-methylpiperidin-1-yl)pyridin-3-yl)ethynyl)tetrahydrothiophene-1,1-dioxide ClC1=CC(=C(C=N1)C#CC1S(CCC1)(=O)=O)N1CCC(CC1)(C)CO